C(C=C)(=O)OCCC[Si](OCC)(OCC)CC acryloyloxypropyl-ethyl-diethoxysilane